O=C1C(=C(C=NN1)N1C(COCC1)COC=1C=C(C(=O)O)C=CC1)C(F)(F)F 3-([4-[6-oxo-5-(trifluoromethyl)-1,6-dihydropyridazin-4-yl]morpholin-3-yl]methoxy)benzoic acid